1-[4-bromo-3-(methoxymethoxy)phenyl]-4-methylpyrazole BrC1=C(C=C(C=C1)N1N=CC(=C1)C)OCOC